3-[10-benzyloxy-6-bromo-2-[2-[(1S)-1-methoxyethyl]-5-morpholino-3-pyridyl]-1-azatricyclo[6.3.1.04,12]dodeca-2,4,6,8(12)-tetraen-3-yl]-2,2-dimethyl-propan-1-ol C(C1=CC=CC=C1)OC1CC=2C=C(C=C3C(=C(N(C1)C32)C=3C(=NC=C(C3)N3CCOCC3)[C@H](C)OC)CC(CO)(C)C)Br